1-(carbamoyl)-3-methoxycarbonyl-beta-carboline tert-butyl-(E)-4-(3-fluoroazetidin-1-yl)but-2-enoate C(C)(C)(C)OC(\C=C\CN1CC(C1)F)=O.C(N)(=O)C1=NC(=CC=2C3=CC=CC=C3NC12)C(=O)OC